6-Amino-7-(4-methoxy-3-methylthiophen-2-yl)-2-methyl-7H-pyrrolo[2,3-d]pyrimidine-5-carboxamide NC1=C(C2=C(N=C(N=C2)C)N1C=1SC=C(C1C)OC)C(=O)N